CC(CP(=O)(O)CC(CC(C)(C)C)C)CC(C)(C)C bis(2,4,4-trimethylpentyl)hypophosphorous acid